N-cyclopropyl-2-(difluoromethoxy)-4-[5-(1-methylpyrazol-4-yl)benzimidazol-1-yl]-6-(trideuteriomethoxy)benzamide C1(CC1)NC(C1=C(C=C(C=C1OC([2H])([2H])[2H])N1C=NC2=C1C=CC(=C2)C=2C=NN(C2)C)OC(F)F)=O